ClC1=CC(=C(C=C1)NC(OC(C)C)=O)C(N[C@H](C(C(=O)NC)=O)C[C@H]1C(NCC1)=O)=O isopropyl N-[4-chloro-2-[[(1S)-3-(methylamino)-2,3-dioxo-1-[[(3S)-2-oxopyrrolidin-3-yl]methyl]propyl]carbamoyl] phenyl]carbamate